(3R)-4-{5-chloro-7-[3-methyl-1-(oxan-2-yl)-1H-pyrazol-5-yl]-4-(1-methyl-1H-pyrazol-5-yl)imidazo[1,5-b]pyridazin-2-yl}-3-methylmorpholine ClC=1N=C(N2N=C(C=C(C21)C2=CC=NN2C)N2[C@@H](COCC2)C)C2=CC(=NN2C2OCCCC2)C